C(C)(C)(C)OC(=O)N1CC2=CC(=CC=C2C1)C(=O)N1CC2=CC=CC=C2C[C@H]1CN1CCOCC1 6-[(3S)-3-(morpholin-4-ylmethyl)-1,2,3,4-tetrahydroisoquinoline-2-carbonyl]-2,3-dihydro-1H-isoindole-2-carboxylic acid tert-butyl ester